ClC1=C(C=CC=C1C1=NC(=C(C=O)C=C1)OC)C1=C(C(=CC=C1)C1=CC=C(C=C1)OCC=O)Cl 6-(2,2'-dichloro-4''-(2-oxoethoxy)-[1,1':3',1''-terphenyl]-3-yl)-2-methoxynicotinaldehyde